C(C)(C)(C)N[Si](CC)(CC)CC tert-butylaminotriethylsilane